[K+].CC1=C(C=CC=C1)C(C(=O)[O-])=NOC 2-methyl-alpha-methoxyiminophenylacetic acid potassium salt